5-(1-(3,5-Difluorophenyl)propoxy)-3-(5-((1-methylpiperidin-4-yl)methyl)-1,4,5,6-tetrahydropyrrolo[3,4-d]imidazol-2-yl)-1H-indazole FC=1C=C(C=C(C1)F)C(CC)OC=1C=C2C(=NNC2=CC1)C1=NC2=C(N1)CN(C2)CC2CCN(CC2)C